4-(tert-butoxycarbonyl)-morpholine C(C)(C)(C)OC(=O)N1CCOCC1